O1C2=C(OCC1)C=C(C=C2)C2=CC=C(C=C2)N2N=NC(=C2)C=2C=C(C=CC2)CC(=O)O 2-(3-(1-(4-(2,3-dihydrobenzo[b][1,4]dioxin-6-yl)phenyl)-1H-1,2,3-triazol-4-yl)phenyl)acetic acid